((3-(morpholinomethyl)oxetan-3-yl)methyl)-2-(trifluoromethyl)benzene-1,4-diamine O1CCN(CC1)CC1(COC1)CC=1C(=C(C=CC1N)N)C(F)(F)F